5-(2,4-dihydroxybenzylidene)-1-methyl-3-pentyl-2-selenoxoimidazolidin-4-one OC1=C(C=C2C(N(C(N2C)=[Se])CCCCC)=O)C=CC(=C1)O